1-p-methoxyphenyl-3-phenyl-1,3-propanedione COC1=CC=C(C=C1)C(CC(=O)C1=CC=CC=C1)=O